FC(C=1N=CC(=NC1)NC1CCC2(CN(C2)C(=O)OC(C)(C)C)CC1)(F)F tert-butyl 7-[[5-(trifluoromethyl) pyrazin-2-yl]amino]-2-azaspiro[3.5]nonane-2-carboxylate